2-(4,7-diazaspiro[2.5]oct-7-yl)-7-(2,8-dimethylimidazo[1,2-b]pyridazin-6-yl)thiazolo[3,2-a]pyrimidin-5-one C1CC12NCCN(C2)C2=CN1C(=NC(=CC1=O)C=1C=C(C=3N(N1)C=C(N3)C)C)S2